BrS(=O)(=O)OCC ethyl bromosulfonate